(R)-1-(3,5-dichloropyridin-4-yl)ethoxyl-N-(4-((3S,5R)-3,5-dimethylpiperazin-1-yl)phenyl)-1H-indazole-3-carboxamide ClC=1C=NC=C(C1[C@H](ON1N=C(C2=CC=CC=C12)C(=O)NC1=CC=C(C=C1)N1C[C@@H](N[C@@H](C1)C)C)C)Cl